N-(5-(2,2-dimethyl-2,3-dihydro-[1,4]dioxino[2,3-b]pyridin-6-yl)-4-((4-(3,3-dimethylmorpholino)-6-(methylsulfonyl)pyridin-2-yl)amino)pyridin-2-yl)acetamide CC1(OC=2C(=NC(=CC2)C=2C(=CC(=NC2)NC(C)=O)NC2=NC(=CC(=C2)N2C(COCC2)(C)C)S(=O)(=O)C)OC1)C